N-[1-[2-[(1,3-dimethylpyrazol-4-yl)amino]-5-methyl-pyrimidin-4-yl]-3-methyl-indol-5-yl]prop-2-enamide CN1N=C(C(=C1)NC1=NC=C(C(=N1)N1C=C(C2=CC(=CC=C12)NC(C=C)=O)C)C)C